ClC=1CC(C(=CC1)C1=CC=C(C(=C1)CCCCCC)C1=C(C=C(C=C1)Cl)C)(C)CCCCCC 4,4''-dichloro-2,5'-dihexyl-2,2''-dimethyl-1,1':4',1''-terphenyl